FC(C1=NN=C(O1)C1=CC=C(C=C1)CN1N=CC(=C1)C1=CC2=C(N(C(=N2)N)C)C=C1)F 5-[1-[[4-[5-(Difluoromethyl)-1,3,4-oxadiazol-2-yl]phenyl]methyl]pyrazol-4-yl]-1-methylbenzimidazole-2-amine